C(CC)OC(CC[Si](OCCCC)(OCCCC)OCCCC)OC(=O)C=C 3-propoxy-3-Acryl-oxypropyltris(butoxy)silane